OC=1C=C(C=CC1)[C@@H]1C(=C(NC=2C[C@H](CC(C12)=O)C1=C(C=CC=C1)OC)C)C(=O)OCC(CC)CC 2-ethylbutyl (4S,7R)-4-(3-hydroxyphenyl)-7-(2-methoxyphenyl)-2-methyl-5-oxo-1,4,5,6,7,8-hexahydroquinoline-3-carboxylate